O1C(CCCC1)OC1=CC=C(C=C1)C=1N=CC2=C(C=CC=C2C1)B1OC(C(O1)(C)C)(C)C 3-(4-((Tetrahydro-2H-pyran-2-yl)oxy)phenyl)-8-(4,4,5,5-tetramethyl-1,3,2-dioxaborolan-2-yl)isoquinoline